ClC1=C(C(=O)NS(=O)(=O)N(C(C)C)C)C=C(C(=C1)F)N1C(N(C(=CC1=O)C(F)(F)F)C)=O 2-chloro-5-[3,6-dihydro-3-methyl-2,6-dioxo-4-(trifluoromethyl)-1(2H)-pyrimidinyl]-4-fluoro-N-[[methyl-(1-methylethyl)amino]sulfonyl]benzamide